titanium(IV) tetrakisdimethylamine CNC.CNC.CNC.CNC.[Ti+4]